C1=CC=C(C=C1)C[C@H](C(=O)O)N The molecule is the D-enantiomer of phenylalanine. It is a phenylalanine and a D-alpha-amino acid. It is a conjugate base of a D-phenylalaninium. It is a conjugate acid of a D-phenylalaninate. It is an enantiomer of a L-phenylalanine. It is a tautomer of a D-phenylalanine zwitterion.